[(S)-methyl(oxido){(1S)-1-[6-(trifluoromethyl)pyridin-3-yl]ethyl}-λ4-sulfanylidene]cyanamide CC[C@@H](C=1C=NC(=CC1)C(F)(F)F)[S@]([O-])=NC#N